CCCC[C@@H](C(=O)[O-])N The molecule is an L-alpha-amino acid anion that is the conjugate base of L-norleucine. It derives from a hexanoate. It is a conjugate base of a L-norleucine.